3-(but-3-en-1-yl)quinazolin-4(3H)-one C(CC=C)N1C=NC2=CC=CC=C2C1=O